FC1=C(OC=2C=CC(=NC2)NC(C(C)C2CCN(CC2)C(=O)OC(C)(C)C)=O)C=CC(=C1)F tert-butyl 4-(1-((5-(2,4-difluorophenoxy)pyridin-2-yl)amino)-1-oxopropan-2-yl)piperidine-1-carboxylate